benzyl 4-azido-4-(3,4-dichlorophenyl)piperidine-1-carboxylate N(=[N+]=[N-])C1(CCN(CC1)C(=O)OCC1=CC=CC=C1)C1=CC(=C(C=C1)Cl)Cl